(2R,5S)-tert-butyl 5-(4-chlorobenzyl)-2-(1-methyl-1H-pyrazol-3-yl)morpholine-4-carboxylate ClC1=CC=C(C[C@H]2CO[C@H](CN2C(=O)OC(C)(C)C)C2=NN(C=C2)C)C=C1